tri(3-acryloxypropyl)methoxyzirconium C(C=C)(=O)OCCC[Zr](OC)(CCCOC(C=C)=O)CCCOC(C=C)=O